C(C)[Bi](CC)N[BiH]N([Bi](CC)CC)CC diethylbismuthanylamino(ethyl)bismuthanyl(diethylbismuthanyl)amine